C1(CC1)C=1N=CN(C1)C=1C(=CC(=C(C(=O)NC2=NC(=CC=C2)C=2N3C(=NN2)CC[C@H]3C#C)C1)F)C (S)-5-(4-cyclopropyl-1H-imidazol-1-yl)-N-(6-(5-ethynyl-6,7-dihydro-5H-pyrrolo[2,1-c][1,2,4]triazol-3-yl)pyridin-2-yl)-2-fluoro-4-methylbenzamide